Cl.N[C@@H](CC1=CC=C(C(=N1)C#N)F)C1=NC=CC=C1N1N=CC2=CC(=CC=C12)Br (S)-6-{2-Amino-2-[3-(5-bromo-1H-indazol-1-yl)pyridine-2-yl]-ethyl}-3-fluoropyridine-2-carbonitrile hydrochloride